C(C)(C)(C)OC(=O)N(C(OC(C)(C)C)=O)C1=NC=CC2=CC(=CC=C12)CNC([C@H](CC1=CC(=C(C=C1)F)F)N)=O tert-Butyl N-tertbutoxycarbonyl-N-[6-[[[(2S)-2-amino-3-(3,4-difluorophenyl)propanoyl]amino]methyl]-1-isoquinolyl]carbamate